FC=1C(=NC=CC1)C1=NC(=CC=C1C(=O)N1[C@@H]2[C@@H](C[C@H](C1)CC2)OC2=NC=C(C=C2)C(F)(F)F)C (3'-fluoro-6-methyl-[2,2'-bipyridin]-3-yl)((1S,4R,6R)-6-((5-(trifluoromethyl)pyridin-2-yl)oxy)-2-azabicyclo[2.2.2]oct-2-yl)methanone